FC1(OC2=C(O1)C=CC(=C2)C2(CC2)C(=O)N[C@H]2C[C@H](O[C@H](C2)C2=CC=CC=C2)C=2C=C(C(=O)O)C=CC2)F 3-[(2s,4r,6r)-4-({[1-(2,2-difluoro-1,3-benzodioxol-5-yl)cyclopropyl]carbonyl}amino)-6-phenyltetrahydro-2H-pyran-2-yl]benzoic acid